benzyl 7-hydroxy-3,4-dihydro-1H-isoquinoline-2-carboxylate OC1=CC=C2CCN(CC2=C1)C(=O)OCC1=CC=CC=C1